ClCC1OCCC1 2-(chloromethyl)oxolane